C(CCCCC)OC(C)COC(C)CO dipropylene glycol mono-hexyl ether